((S)-4-((4-((R)-2-azidobutan-2-yl)-6-chloro-2,7-naphthyridin-1-yl)oxy)-2-methylpentan-2-yl)(imino)(methyl)-λ6-sulfanone N(=[N+]=[N-])[C@](C)(CC)C1=CN=C(C2=CN=C(C=C12)Cl)O[C@H](CC(C)(C)S(=O)(C)=N)C